C1(CC1)C1=C(C(=NO1)C1=NN(C2=NC=NC(=C21)N)C(C)C)C=2CCCOC2 3-(5-cyclopropyl-4-(3,4-dihydro-2H-pyran-5-yl)isoxazol-3-yl)-1-isopropyl-1H-pyrazolo[3,4-d]pyrimidin-4-amine